(spiro[2.2]pentan-1-yl)-4-(trifluoromethyl)-1H-pyrazole-5-carboxamide C1(CC12CC2)N2N=CC(=C2C(=O)N)C(F)(F)F